FC(CO)(S(=O)(=O)C1=CC(=CC=C1)OC)F 2,2-difluoro-2-((3-methoxyphenyl)sulfonyl)ethanol